C(C)(=O)NC=1SC=2C(N1)=C(C(=C(C2)Br)F)C(=O)OC methyl 2-acetamido-6-bromo-5-fluorobenzo[d]thiazole-4-carboxylate